C(C)C=1C=CC(=C(C1)S(=O)(=O)NC1=NOC2=C1C(=CC(=C2)OC2=NC=CC(=C2)CNC(C(=C)F)=O)OC)OC N-((2-((3-((5-ethyl-2-methoxyphenyl)sulfonamido)-4-methoxybenzo[d]isoxazol-6-yl)oxy)pyridin-4-yl)methyl)-2-fluoroacrylamide